C(#N)C1=CC=C(C=C1)C1=CC(=NC=2N1N=CN2)N2C(CCC2)C(=O)NC 1-[7-(4-cyanophenyl)-[1,2,4]triazolo[1,5-a]pyrimidin-5-yl]-N-methylpyrrolidine-2-carboxamide